((1-(2-(pyridin-4-yl)ethyl)-1H-benzo[d][1,2,3]triazol-5-yl)methylene)-1,2-dihydroisoquinolin-3(4H)-one N1=CC=C(C=C1)CCN1N=NC2=C1C=CC(=C2)C=C2NC(CC1=CC=CC=C21)=O